5-(2,2-dimethyl-cyclopropyl)-3-methyl-pent-2-enenitrile CC1(C(C1)CCC(=CC#N)C)C